COC(=O)C=1C=CC2=C(N(C(=N2)CC2CC=C(CC2)C2=NC(=NC=C2F)O)C[C@H]2OCC2)C1 2-((4-(5-fluoro-2-hydroxypyrimidin-4-yl)cyclohex-3-en-1-yl)methyl)-1-(((S)-oxetane-2-yl)methyl)-1H-benzo[d]imidazole-6-carboxylic acid methyl ester